1-(4-Fluoro-2-nitrophenyl)-5-methyl-N-(chinolin-2-yl)-1H-1,2,3-triazol-4-carboxamid FC1=CC(=C(C=C1)N1N=NC(=C1C)C(=O)NC1=NC2=CC=CC=C2C=C1)[N+](=O)[O-]